BrC1=C(C(=C(C=C1)CC1CN(CCO1)C(=O)OC(C)(C)C)F)Cl tert-butyl 2-[(4-bromo-3-chloro-2-fluorophenyl)methyl]morpholine-4-carboxylate